10-(4''-(benzo[d]thiazol-2-yl)-3',4'-bis(4-(benzo[d]thiazol-2-yl)phenyl)-5',6'-diphenyl-[1,1':2',1''-terphenyl]-3-yl)-10H-phenothiazine S1C(=NC2=C1C=CC=C2)C2=CC=C(C=C2)C=2C(=C(C(=C(C2C2=CC=C(C=C2)C=2SC1=C(N2)C=CC=C1)C1=CC=C(C=C1)C=1SC2=C(N1)C=CC=C2)C2=CC=CC=C2)C2=CC=CC=C2)C2=CC(=CC=C2)N2C1=CC=CC=C1SC=1C=CC=CC21